C1(=CC=CC=C1)P(C(C1=C(C=C(C=C1C)C)C)=O)(C(C1=C(C=C(C=C1C)C)C)=O)=O phenylbis-(2,4,6-trimethylbenzoyl)-phosphin oxide